7-amino-2-methyl-5-(methylthio)-3-propylpyrazolo[1,5-a]pyrimidine-6-carbonitrile NC1=C(C(=NC=2N1N=C(C2CCC)C)SC)C#N